4-fluoro-N-(5-chloro-2-(2-methoxyethoxy)phenyl)-acetamide FC1=CC(=C(C=C1Cl)NC(C)=O)OCCOC